N-(3-isopropyl-5-(1-phenylvinyl)-[1,1'-biphenyl]-4-yl)benzamide tert-butyl-6'-fluoro-r-oxo-spiro[azetidine-3,2'-indane]-1-carboxylate C(C)(C)(C)[C@H]1C2(C(C3=CC(=CC=C13)F)=O)CN(C2)C(=O)O.C(C)(C)C=2C=C(C=C(C2NC(C2=CC=CC=C2)=O)C(=C)C2=CC=CC=C2)C2=CC=CC=C2